tert-butyl 2-(2-(benzylcarbamoyl)-1-((3-phenylisoxazol-5-yl)methyl)hydrazinyl)acetate C(C1=CC=CC=C1)NC(=O)NN(CC1=CC(=NO1)C1=CC=CC=C1)CC(=O)OC(C)(C)C